O[C@H](C(=O)O)[C@@H]([C@@H]([C@H](C(=O)O)O)O)O (2S,3R,4S,5R)-2,3,4,5-tetrahydroxyadipic acid